niobium oxide [O-2].[Nb+5].[O-2].[O-2].[O-2].[O-2].[Nb+5]